C(CC)C1=CC(=CC=C1)CCC 1,3-di(n-propyl)benzene